CC1CCC(CC1)[C@@H](C(NC1=CC=C(C=C1)C1=CC(NC=C1)=O)=O)NC(OC(C)(C)C)=O tert-butyl ((S)-1-((1r,4S)-4-methylcyclohexyl)-2-oxo-2-((4-(2-oxo-1,2-dihydropyridin-4-yl)phenyl)amino)ethyl)carbamate